ClCC=1C=C(C=NC1C)[C@H](C(C(=O)OC)(C)C)C1=C(C2=C(N(N=N2)C2CC2)C=C1)C (R)-Methyl 3-(5-(chloromethyl)-6-methylpyridin-3-yl)-3-(1-cyclopropyl-4-methyl-1H-benzo[d][1,2,3]triazol-5-yl)-2,2-dimethylpropanoate